C(CCCC)OC1=CC(=C(C=C1)C(C)C)OCCCCC 1,3-dipentoxy-4-isopropylbenzene